3-(3,4-difluoro-2-methoxyphenyl)-4,5-dimethyl-5-(trifluoromethyl)tetrahydrofuran-2-carboxamide (trifluoroacetate) FC(C(=O)O)(F)F.FC=1C(=C(C=CC1F)C1C(OC(C1C)(C(F)(F)F)C)C(=O)N)OC